(R)-N-(5-cyclopropyl-2H-pyrazol-3-yl)-2-(7-(difluoromethyl)imidazo[1,2-a]pyridin-2-yl)propanamide C1(CC1)C=1C=C(NN1)NC([C@H](C)C=1N=C2N(C=CC(=C2)C(F)F)C1)=O